4-((2S,5R)-4-((R)-1-(3-chloro-4-fluorophenyl)-2-methylpropyl)-2,5-dimethylpiperazin-1-yl)-2-methyl-1-(((S)-tetrahydrofuran-2-yl)methyl)-1H-[1,2,4]triazolo[3,4-b]purine ClC=1C=C(C=CC1F)[C@@H](C(C)C)N1C[C@@H](N(C[C@H]1C)C=1C=2N=C(N(C2N2C(N1)=NN=C2)C[C@H]2OCCC2)C)C